7-((4-(6-(1H-1,2,3-triazol-5-yl)pyridin-3-yl)piperazin-1-yl)methyl)-3-ethyl-1,5-naphthyridin N1N=NC=C1C1=CC=C(C=N1)N1CCN(CC1)CC1=CN=C2C=C(C=NC2=C1)CC